isoquinoline-quinone C1(NC(CC2=CC=CC=C12)=O)=O